ClC=1C=C(C=C(C1)Cl)C1(CC(=NO1)N1CC=2C=NC(=CC2C1)C(=O)N1CC(C1)(F)F)C(F)(F)F (2-(5-(3,5-dichlorophenyl)-5-(trifluoromethyl)-4,5-dihydroisoxazol-3-yl)-2,3-dihydro-1H-pyrrolo[3,4-c]pyridin-6-yl)(3,3-difluoroazetidin-1-yl)methanone